NC1=NC=C(C2=C1N=C(N=C2)C=2C=C(C=CC2)C#C[C@]2(C(N(CC2)C)=O)O)C=2C=NN(C2)CCN (R)-3-[2-[3-[8-Amino-5-[1-(2-aminoethyl)pyrazol-4-yl]pyrido[3,4-d]pyrimidin-2-yl]phenyl]ethynyl]-3-hydroxy-1-methyl-pyrrolidin-2-one